C1(CC1)C1=CC(=C(C(=C1)[N+](=O)[O-])N[C@H]1[C@H](CCCC1)NC(=O)C1=CC(NC2=CC=CC=C12)=O)C(=O)N1CCOCC1 N-((1S,2R)-2-((4-cyclopropyl-2-(morpholine-4-carbonyl)-6-nitrophenyl)amino)cyclohexyl)-2-oxo-1,2-dihydroquinoline-4-carboxamide